2-chloro-6-(1-ethoxyvinyl)-8-methyl-7H-purine ClC1=NC(=C2NC(=NC2=N1)C)C(=C)OCC